(S)-3-bromotetrahydrofuran Br[C@@H]1COCC1